N=1N(N=C2C1C=CC=C2)C2=C(C(=CC(=C2)C)CCCCCCCCCCCC)O 2-(2H-benzotriazol-2-yl)-6-dodecyl-4-methylphenol